S(=O)(=O)(O)[O-].C(CC)[N+]1=CC=CC=C1 propylpyridinium hydrogensulfate